O1CCN(CC1)C1=C2CC(N(CC2=CC=C1)C(=O)OC(C)(C)C)CN[C@H]1CCCC=2C=CC=NC12 tert-butyl 5-morpholino-3-[[[(8S)-5,6,7,8-tetrahydroquinolin-8-yl]amino]methyl]-3,4-dihydro-1H-isoquinoline-2-carboxylate